trans-4-((3-(1-Cyclopropyl-1H-pyrazol-4-yl)phenyl)((trans-4-(4-methoxy-3-methylphenyl)cyclohexyl)methyl) carbamoyl)cyclohexyl ((1H-imidazol-4-yl)methyl)carbamate N1C=NC(=C1)CNC(O[C@@H]1CC[C@H](CC1)C(N(C[C@@H]1CC[C@H](CC1)C1=CC(=C(C=C1)OC)C)C1=CC(=CC=C1)C=1C=NN(C1)C1CC1)=O)=O